CN(C1C[C@H]2CC[C@@H](C1)N2C(=O)OC(C)(C)C)C=2N=NC(=CC2)C2=C1C=NNC1=C(C=C2)C=2C=NN(C2)C2OCCCC2 tert-butyl (1R,3s,5S)-3-(methyl(6-(7-(1-(tetrahydro-2H-pyran-2-yl)-1H-pyrazol-4-yl)-1H-indazol-4-yl)pyridazin-3-yl)amino)-8-azabicyclo[3.2.1]octane-8-carboxylate